1-(3-(difluoromethoxy)phenyl)-3,3-dimethyl-N-((3S,5R)-5-methyl-1,1-dioxidotetrahydrothiophen-3-yl)-2-oxoindoline-5-carboxamide FC(OC=1C=C(C=CC1)N1C(C(C2=CC(=CC=C12)C(=O)N[C@@H]1CS([C@@H](C1)C)(=O)=O)(C)C)=O)F